O1CCOC2=C1C=CC(=C2)C=2C(=C(C=CC2)NC=2N=CC=C1C(=CC=NC21)C=C)C N-[3-(2,3-dihydro-1,4-benzodioxine-6-yl)-2-methylphenyl]-4-vinyl-1,7-naphthyridin-8-amine